C(CC)=C1OC(=O)C2=CC=CC=C12 n-propylidenephthalide